NC1=C2C(=NC=N1)N(N=C2C)C(C)C2=C(C(=C(C#N)C(=C2)Cl)C2CN(C2)CCOC)OCC 4-[1-(4-amino-3-methyl-1H-pyrazolo[3,4-d]pyrimidin-1-yl)ethyl]-6-chloro-3-ethoxy-2-[1-(2-methoxyethyl)azetidin-3-yl]benzonitrile